FC=1C=C(C=CC1)C1=CC(=CC=C1)[C@H](C(=O)N1CC2=C(CCC1)N=C(NC2=O)C2(CC2)C2=CC(=CC=C2)C(C)C)O (R)-6-(2-(3'-fluoro-[1,1'-biphenyl]-3-yl)-2-hydroxyacetyl)-2-(1-(3-isopropylphenyl)cyclopropyl)-3,5,6,7,8,9-hexahydro-4H-pyrimido[5,4-c]azepin-4-one